C(C1=CC=CC=C1)N1CC=2C(=C(C=3NC=4C(=CC(=CC4C3C2)OC)F)C)CC1 2-benzyl-7-fluoro-9-methoxy-5-methyl-2,3,4,6-tetrahydro-1H-pyrido[4,3-b]carbazole